[Cl-].[Cl-].C1(=CC(=CC=C1)[Si](=[Zr+2](C1(C(C(CC2C3C(C4C=5C=CC=CC5CC4=C21)CCCC3)C)(C)C)C)C3C=CC=C3)C=3C=C(C=CC3)C)C di(m-tolyl)silylene(cyclopentadienyl)(tetramethyldodecahydrodibenzofluorenyl)zirconium dichloride